C1(=C(C=CC=C1)OS(=O)(=O)C(F)(F)F)C1=CC=CC=C1 biphenyl-2-yl-trifluoromethanesulfonate